C(=CCCCCCCCCC)OCCOC1=CC=CC=C1 (2-(undec-1-en-1-yloxy)ethoxy)benzene